FC=1C=C(C=NC1N1CCC(CC1)C(F)(F)F)NC1=CC2=C(N(C(N2C)=O)C)C=C1 5-((5-fluoro-6-(4-(trifluoromethyl)piperidin-1-yl)pyridin-3-yl)amino)-1,3-dimethyl-1,3-dihydro-2H-benzo[d]imidazol-2-one